(3R,4s)-4-((R)-1,1-dimethylethylsulfonamido)-3-methyl-2-oxa-8-azaspiro[4.5]decane-8-carboxylic acid tert-butyl ester C(C)(C)(C)OC(=O)N1CCC2([C@@H]([C@H](OC2)C)NS(=O)(=O)C(C)(C)C)CC1